2-(benzyloxy)-N-(3-bromo-2-chlorophenyl)ethanethioamide C(C1=CC=CC=C1)OCC(NC1=C(C(=CC=C1)Br)Cl)=S